CN(S(=O)(=O)F)C=1NC2=CC=CC=C2C1C methyl-(3-methyl-1H-indol-2-yl)sulfamoyl fluoride